FC=1C(=NC(=CC1)F)[C@@H](C1(CCCC1)C)NC1=C(C(C1=O)=O)NC1=C(C(=NC=C1)C(=O)N(C)C)O (R)-4-((2-(((3,6-difluoropyridin-2-yl)(1-methylcyclopentyl)methyl)amino)-3,4-dioxocyclobut-1-en-1-yl)amino)-3-hydroxy-N,N-dimethylpicolinamide